FC(C)(F)C=1C=C(C=CC1)NC(=O)C1C(=NN(C1=O)C1=CC(=C(C=C1)OC)C1=NN=C(N1)C)C N-(3-(1,1-difluoroethyl)phenyl)-1-(4-methoxy-3-(5-methyl-4H-1,2,4-triazol-3-yl)phenyl)-3-methyl-5-oxo-4,5-dihydro-1H-pyrazole-4-carboxamide